Cl.CN([C@H](C(=O)O)C(C)(C)C)C (S)-2-(dimethylamino)-3,3-dimethylbutyrate hydrochloride